C1(CCCC1)C(=O)OCC=1SC(=NN1)C1=CC=C(C=C1)N1CCC(CC1)OC1=C(C=CC(=C1)F)Cl (5-(4-(4-(2-chloro-5-fluorophenoxy)piperidin-1-yl)phenyl)-1,3,4-thiadiazol-2-yl)methyl cyclopentanecarboxylate